14-(3-aminopropyl)-2,5,8,11,17,20,23,26-octaoxa-14-azaheptacosane NCCCN(CCOCCOCCOCCOC)CCOCCOCCOCCOC